[I-].O[Si](CCC[N+](C)(C)CCCCCCCCCCCCCCCC)(O)O 3-(trihydroxysilyl)propyl-n-hexadecyldimethyl-ammonium iodide